CN(C)CC=1NC2=CC=CC=C2C1[C@@H]1NC(C=2C=C3C=CNC3=CC21)=O (R)-7-(2-dimethylaminomethyl-1H-indol-3-yl)-6,7-dihydro-1H-pyrrolo[3,4-f]indol-5-one